1-benzyl-5-(tert-butyl)-5,6-dihydropyrrolo[3,4-c]pyrazol-4(1H)-one C(C1=CC=CC=C1)N1N=CC2=C1CN(C2=O)C(C)(C)C